CNC(=O)C1=C(OC2CCN(CC2)C(CNC(=O)C2=NNC(=C2)C2=CC=CC=C2)=O)C=CC=C1 5-Phenyl-1H-pyrazole-3-carboxylic acid {2-[4-(2-methylcarbamoyl-phenoxy)-piperidin-1-yl]-2-oxoethyl}-amide